Racemic-tert-butyl 8,9-difluoro-1-(N-methylbenzo[d]thiazole-5-carboxamido)-6-oxo-1,4,5,6-tetrahydrobenzo[c][1,7]naphthyridine-3(2H)-carboxylate FC=1C(=CC2=C(C(NC=3CN(C[C@@H](C23)N(C(=O)C=2C=CC3=C(N=CS3)C2)C)C(=O)OC(C)(C)C)=O)C1)F |r|